copper(I) acetylide hydrate O.[C-]#[C-].[Cu+].[Cu+]